4-(trans-4'-butylcyclohexyl)phenylboronic acid C(CCC)[C@@H]1CC[C@H](CC1)C1=CC=C(C=C1)B(O)O